ClC=1N=C2C(=C(C(N(C2=CC1)C)=O)C#N)N1C[C@H]([C@@H](CC1)NC1=CC=C(C=C1)F)C 6-chloro-4-[(3R,4R)-4-(4-fluoroanilino)-3-methyl-1-piperidinyl]-1-methyl-2-oxo-1,5-naphthyridine-3-carbonitrile